C(C)(C)(C)N1CC(CCCC1)C1=CC=C(C=C1)NC(C1=CC(=C(C=C1)C)NC1=NC=CC(=N1)C=1C=NC=CC1)=O N-[4-(1-tert-Butyl-azepan-3-yl)-phenyl]-4-methyl-3-(4-pyridin-3-yl-pyrimidin-2-ylamino)-benzamide